9,9',9'',9'''-(3,6-bis(4,6-diphenyl-1,3,5-triazin-2-yl)benzene-1,2,4,5-tetrayl)tetrakis(9H-pyrido[3,4-b]indole) C1(=CC=CC=C1)C1=NC(=NC(=N1)C1=CC=CC=C1)C=1C(=C(C(=C(C1N1C2=C(C3=CC=CC=C13)C=CN=C2)N2C1=C(C3=CC=CC=C23)C=CN=C1)C1=NC(=NC(=N1)C1=CC=CC=C1)C1=CC=CC=C1)N1C2=C(C3=CC=CC=C13)C=CN=C2)N2C1=C(C3=CC=CC=C23)C=CN=C1